(S)-S-Methyl-4-(2-((benzyloxy)methyl)pyrrolidin-1-yl)-4-methylpent-2-ynethioat CS=C(C#CC(C)(C)N1[C@@H](CCC1)COCC1=CC=CC=C1)[O-]